COC=1C=C2C=CC(=CC2=CC1)[C@@H](C(=O)OC1=C(C(=CC(=C1)C)C)C(C)(CC=O)C)C 3,5-dimethyl-2-(2-methyl-4-oxobutan-2-yl)phenyl (S)-2-(6-methoxynaphthalen-2-yl)propanoate